1-propylphosphinic acid C(CC)P(O)=O